BrC(C)C=1C=C(C=C2C(C=C(OC12)C1CCCCC1)=O)C 8-(1-bromoethyl)-2-cyclohexyl-6-methyl-chromen-4-one